3-(benzhydrylamino)-6-methyl-pyridazine-4-carboxylic acid lithium salt [Li+].C(C1=CC=CC=C1)(C1=CC=CC=C1)NC=1N=NC(=CC1C(=O)[O-])C